C1=CC=CC=2C3=CC=CC=C3C(C12)COC(=O)N(C(C(=O)OC(C)(C)C)CCC1=CC(=CC=C1)C1CC1)C tert-Butyl 2-((((9H-fluoren-9-yl)methoxy) carbonyl)(methyl)amino)-4-(3-cyclopropylphenyl)butanoate